6'-(((1S,3S)-3-((6-cyclopropyl-1,2,4-triazin-3-yl)amino)cyclopentyl)amino)-2H-[1,3'-bipyridinyl]-2-one C1(CC1)C1=CN=C(N=N1)N[C@@H]1C[C@H](CC1)NC1=CC=C(C=N1)N1C(C=CC=C1)=O